[B](F)F.ClC=1C=C(C=CC1)C(CC1=NC=CC=C1)=O 1-(3-chlorophenyl)-2-(pyridin-2-yl)ethane-1-one boron difluoride